NC=1C(=CC(=NC1)C(=O)OC)C1=CC=NN1C methyl 5-amino-4-(1-methyl-1H-pyrazol-5-yl)picolinate